(R)-4-propyl-pyrrolidin-2-one C(CC)[C@@H]1CC(NC1)=O